C(C)OC1=CC=C(C=C1)C(=O)N1CCN(CC1)CCC1=CC=CC=C1 (4-Ethoxyphenyl)-[4-(2-phenylethyl)piperazin-1-yl]methanon